NN1C(=NC(=C1C(=O)N)C1=CC=C(C=C1)C(NC1=NC=CC=C1)=O)[C@H]1N(CCC1)C(C#C)=O (S)-1-Amino-2-(1-propioloylpyrrolidin-2-yl)-4-(4-(pyridin-2-ylcarbamoyl)phenyl)-1H-imidazol-5-carboxamid